3-(4-pentoxyphenyl)-prop-2-en-1-one C(CCCC)OC1=CC=C(C=C1)C=CC=O